pentachlorophenol Tris-HCl Cl.Cl.Cl.ClC1=C(C(=C(C(=C1O)Cl)Cl)Cl)Cl